N1=CC(=CC=C1)NC(=S)NC1CCN(CC1)C1=NC(=CC=C1)C(F)(F)F 1-(Pyridin-3-yl)-3-(1-(6-(trifluoromethyl)pyridin-2-yl)piperidin-4-yl)thiourea